NC1=C2C(=NC=N1)N(N=C2C=2C=C(C#N)C=CC2)[C@@H]2O[C@@H]([C@H]1OC(O[C@H]12)(C)C)CSCC=1C(=NOC1C1=CC=CC=C1)C 3-(4-Amino-1-((3aR,4R,6S,6aS)-2,2-dimethyl-6-((((3-methyl-5-phenylisoxazol-4-yl)methyl)thio)methyl)tetrahydrofuro[3,4-d][1,3]dioxol-4-yl)-1H-pyrazolo[3,4-d]pyrimidin-3-yl)benzonitrile